ClC1=CC=C(C=C1)C1=C(CCC(C1)(C)C)CN1CCN(CC1)CC=1C=C2C(N(C(C2=CC1F)=O)C1C(NC(CC1)=O)=O)=O 5-((4-((4'-chloro-5,5-dimethyl-3,4,5,6-tetrahydro-[1,1'-biphenyl]-2-yl)methyl)piperazin-1-yl)methyl)-2-(2,6-dioxopiperidin-3-yl)-6-fluoroisoindoline-1,3-dione